tert-butyl 4-(4-(3-(3-(tert-butylthio)phenyl)furo[3,2-b]pyridin-6-yl)phenyl)piperazine-1-carboxylate C(C)(C)(C)SC=1C=C(C=CC1)C1=COC=2C1=NC=C(C2)C2=CC=C(C=C2)N2CCN(CC2)C(=O)OC(C)(C)C